cyclopropyldiphenylsulfonium 4-(butoxycarbonyl)-2-hydroxybenzenesulfonate C(CCC)OC(=O)C1=CC(=C(C=C1)S(=O)(=O)[O-])O.C1(CC1)[S+](C1=CC=CC=C1)C1=CC=CC=C1